O=S1(C[C@@H](C=C1)NC(=O)C=1C=CC(=NC1OCC)C1(CCCCC1)NC(OC(C)(C)C)=O)=O tert-butyl (R)-(1-(5-((1,1-dioxido-2,3-dihydrothiophen-3-yl)carbamoyl)-6-ethoxypyridin-2-yl)cyclohexyl)carbamate